(4-methoxyphenyl)-1,2,3,4-tetrahydroacridin-9-amine COC1=CC=C(C=C1)C1CCCC2=NC3=CC=CC=C3C(=C12)N